BrC=1C=C2C=C(C(N(C2=NC1)CC=1C=NC=CC1)=O)C(=O)NC(C)C1=CC=C(C=C1)F 6-bromo-N-(1-(4-fluorophenyl)ethyl)-2-oxo-1-(pyridin-3-ylmethyl)-1,2-dihydro-1,8-naphthyridine-3-carboxamide